((7-(((5S,8S,10aR)-3-acetyl-6-oxo-8-(3-(pyridin-3-yl)pyrrolidine-1-carbonyl)decahydro-pyrrolo[1,2-a][1,5]diazocin-5-yl)carbamoyl)naphthalen-2-yl)fluoromethyl)phosphonic acid C(C)(=O)N1CC[C@@H]2N(C([C@H](C1)NC(=O)C1=CC=C3C=CC(=CC3=C1)C(F)P(O)(O)=O)=O)[C@@H](CC2)C(=O)N2CC(CC2)C=2C=NC=CC2